C(C1=CC=CC=C1)OC(=O)N1CCN(CC1)CC=1C=C2CN(CC2=CC1)C(=O)OC(C)(C)C tert-butyl 5-((4-((benzyloxy)carbonyl)piperazin-1-yl)methyl)isoindoline-2-carboxylate